4-(5-(3,5-Difluoropyridin-2-yl)-2-fluorophenyl)-7-(3-morpholinopropoxy)quinazoline-4,6-diamine FC=1C(=NC=C(C1)F)C=1C=CC(=C(C1)C1(NC=NC2=CC(=C(C=C12)N)OCCCN1CCOCC1)N)F